tert-butyl 6-(4-((tert-butoxycarbonyl) amino)-4-methylpiperidin-1-yl)-3-(2,3-dichlorophenyl)-1H-pyrazolo[4,3-b]pyridine-1-carboxylate C(C)(C)(C)OC(=O)NC1(CCN(CC1)C=1C=C2C(=NC1)C(=NN2C(=O)OC(C)(C)C)C2=C(C(=CC=C2)Cl)Cl)C